NNC1=NC(NC=C1)=O aminocytosine